(S)-3-(6-(3-Benzyl-4-(methylsulfonyl)piperazin-1-yl)-1H-pyrazolo[3,4-d]pyrimidin-3-yl)-2,6-difluoro-5-(trifluoromethyl)phenol C(C1=CC=CC=C1)[C@H]1CN(CCN1S(=O)(=O)C)C1=NC=C2C(=N1)NN=C2C=2C(=C(C(=C(C2)C(F)(F)F)F)O)F